5-(8-(1,3-dimethyl-2-oxo-7-(tetrahydro-2H-pyran-4-yl)-1,2-dihydroquinolin-5-yl)isoquinolin-3-yl)picolinic acid CN1C(C(=CC2=C(C=C(C=C12)C1CCOCC1)C=1C=CC=C2C=C(N=CC12)C=1C=CC(=NC1)C(=O)O)C)=O